BrC1=CC(=C(C(=O)NC2=NC(=NC(=C2)C)NC2(CC2)CCCCC2CNCCC2)C=C1)F 4-bromo-2-fluoro-N-(6-methyl-2-((1-(4-(piperidin-3-yl)butyl)cyclopropyl)amino)pyrimidin-4-yl)benzamide